gamma-glycidoxypropyl-(methyl)diethoxysilane C(C1CO1)OCCC[Si](OCC)(OCC)C